sodium 5-(azetidin-3-yl)-2-({6-[(1,3-benzothiazol-2-yl) amino]-5-methylpyridazin-3-yl} (methyl) amino)-1,3-thiazole-4-carboxylate N1CC(C1)C1=C(N=C(S1)N(C)C=1N=NC(=C(C1)C)NC=1SC2=C(N1)C=CC=C2)C(=O)[O-].[Na+]